[1-(2-ethylsulfanyl-6-methyl-4-oxo-chromen-8-yl)ethylamino]benzoic acid tert-butyl ester C(C)(C)(C)OC(C1=C(C=CC=C1)NC(C)C=1C=C(C=C2C(C=C(OC12)SCC)=O)C)=O